COC1=C(CNC(OC(C)(C)C)=O)C=CC(=C1)C1=NC=NN2C1=CC(=C2)C=2C=NN(C2)C tert-butyl (2-methoxy-4-(6-(1-methyl-1H-pyrazol-4-yl)pyrrolo[2,1-f][1,2,4]triazin-4-yl)benzyl)carbamate